1,2,4,5-tetra(2H-tetrazole-5-yl)-benzene N=1NN=NC1C1=C(C=C(C(=C1)C=1N=NNN1)C=1N=NNN1)C=1N=NNN1